4-(6-(2,6-diazaspiro[3.3]heptan-2-yl)pyridin-3-yl)-2-(1-methyl-1H-pyrazol-4-yl)-1H-pyrrole C1N(CC12CNC2)C2=CC=C(C=N2)C=2C=C(NC2)C=2C=NN(C2)C